BrC=1C(=NC=2C(NC=CC2C1)=O)OC 3-bromo-2-methoxy-7H-[1,7]Naphthyridin-8-one